[P].[Ni] nickel phosphorus